C(CCCCCCCCCCCCCCCCC)(=O)N[C@@H](CCC(=O)O)C(=O)O.C(CCCCCCC)C(CCCCCCCCCCC)O octyl-dodecanol stearoyl-glutamate